NC([C@@](CO)(C)NC(=O)C1=C(OC2=C1C=C(C=C2)SCC2CC2)C)=O (S)-N-(1-amino-3-hydroxy-2-methyl-1-oxopropan-2-yl)-5-((cyclopropylmethyl)thio)-2-methylbenzofuran-3-carboxamide